FC([C@@H](C1=CC=C(C=C1)F)N1N=CC(=C1)C=1C=C(C=NC1)C1=CC=2N(C=C1)N=C(N2)N)(C)F (R)-7-(5-(1-(2,2-difluoro-1-(4-fluorophenyl)propyl)-1H-pyrazol-4-yl)pyridin-3-yl)-[1,2,4]triazolo[1,5-a]pyridin-2-amine